3-(5,7-difluoro-1H-1,3-benzodiazol-2-yl)-5-(3-fluoro-5-methylphenyl)-N-(2-methoxyethyl)-4-(4-methylpiperidin-1-yl)pyridin-2-amine FC1=CC2=C(NC(=N2)C=2C(=NC=C(C2N2CCC(CC2)C)C2=CC(=CC(=C2)C)F)NCCOC)C(=C1)F